COC1=CC=CC(=C1)[N+](=O)[O-] methoxy-5-nitrobenzene